(6-chloropyridin-2-yl)-N2-(5-fluoropyridin-3-yl)-N4-isopropyl-1,3,5-triazine-2,4-diamine ClC1=CC=CC(=N1)C1=NC(=NC(=N1)NC=1C=NC=C(C1)F)NC(C)C